[C@@H](C)(CC)OC=1C(=CC=2C(N1)=NN(C2)C21COC(C2)(C1)CF)C(=O)NC=1C(N(C=CC1)C1CC1)=O (R)-6-(sec-butoxy)-N-(1-cyclopropyl-2-oxo-1,2-dihydropyridin-3-yl)-2-(1-(fluoromethyl)-2-oxabicyclo[2.1.1]hexan-4-yl)-2H-pyrazolo[3,4-b]pyridine-5-carboxamide